N-(1-{[1,1'-biphenyl]-4-yl}ethyl)-2-(6-{5-chloro-2-[(oxan-4-yl)amino]pyrimidin-4-yl}-1-oxo-2,3-dihydro-1H-isoindol-2-yl)acetamide C1(=CC=C(C=C1)C(C)NC(CN1C(C2=CC(=CC=C2C1)C1=NC(=NC=C1Cl)NC1CCOCC1)=O)=O)C1=CC=CC=C1